ClC=1C=NC=C(C1)OCC1N(CCC1)C 3-chloro-5-{((3S)-1-methylpyrrolidin-2-yl)methoxy}pyridin